C(C1=CC=CC=C1)OC1=C2C(=NC=N1)N(N=C2)C2=CC(=C(N)C=C2F)C 4-(4-benzyloxypyrazolo[3,4-d]pyrimidin-1-yl)-5-fluoro-2-methyl-aniline